5-(2-(1H-indol-3-yl)ethyl)-2-phenyl-6-((tetrahydro-2H-pyran-4-yl)methyl)-5,6,7,8-tetrahydro-[1,3]dioxazolo[4,5-g]isoquinoline N1C=C(C2=CC=CC=C12)CCC1N(CCC=2C=C3C(=CC12)ON(O3)C3=CC=CC=C3)CC3CCOCC3